5-(3-cyanophenyl)-N-((3R,5S)-5-(methoxymethyl)pyrrolidin-3-yl)-1,3,4-oxadiazol-2-Formamide TFA salt OC(=O)C(F)(F)F.C(#N)C=1C=C(C=CC1)C1=NN=C(O1)C(=O)N[C@H]1CN[C@@H](C1)COC